3,5-bis(trifluoromethyl)benzeneboronic acid FC(C=1C=C(C=C(C1)C(F)(F)F)B(O)O)(F)F